C(C)(C)(C)OC(N(C)CCN1C(CC1)\C=C\S(NC(NC1=C2CCCC2=CC=2CCCC12)=O)(=O)=O)=O tert-Butyl-(E)-(2-(2-(2-(N-((1,2,3,5,6,7-hexahydro-s-indacen-4-yl)carbamoyl)sulfamoyl)vinyl)azetidin-1-yl)ethyl)(methyl)carbamat